tert-butyl 5-[4-[2-(2,6-dioxo-3-piperidyl)-1-oxo-isoindolin-5-yl]piperazin-1-yl]pentanoate O=C1NC(CCC1N1C(C2=CC=C(C=C2C1)N1CCN(CC1)CCCCC(=O)OC(C)(C)C)=O)=O